C(C1=CC=CC=C1)OC1=CC=CC(=N1)C1(CCN(CC1)CC1=NC2=C(N1C[C@H]1OCC1)C=C(C=C2)C(=O)OC)O (S)-methyl 2-((4-(6-(benzyloxy)pyridin-2-yl)-4-hydroxypiperidin-1-yl)methyl)-1-(oxetan-2-ylmethyl)-1H-benzo[d]imidazole-6-carboxylate